bis(p-sulfophenyl) disulfide disodium salt [Na+].[Na+].S(=O)(=O)([O-])C1=CC=C(C=C1)SSC1=CC=C(C=C1)S(=O)(=O)[O-]